4-pentyl-2-cyclohexene-1-nonanoic acid C(CCCC)C1C=CC(CC1)CCCCCCCCC(=O)O